COC1=C(C=NC(=C1)N1N=CC(=C1)CN1C[C@H](NCC1)C=1C(=C2COC(C2=CC1)=O)C)C#N (R)-4-methoxy-6-(4-((3-(4-methyl-1-oxo-1,3-dihydroisobenzofuran-5-yl)piperazin-1-yl)methyl)-1H-pyrazol-1-yl)pyridine-3-carbonitrile